Pentadecanoic acid, ethyl ester C(CCCCCCCCCCCCCC)(=O)OCC